ClC1=C(C=NN(C1=O)C)N[C@@H]1C[C@@H](CN(C1)C)C1=CC=C(C(=O)N2CCC3(CCN(CC3)C3=CC=C(OC4C(NC(CC4)=O)=O)C=C3)CC2)C=C1 3-(4-(9-(4-((3R,5R)-5-((5-chloro-1-methyl-6-oxo-1,6-dihydropyridazin-4-yl)amino)-1-methylpiperidin-3-yl)benzoyl)-3,9-diazaspiro[5.5]undecan-3-yl)phenoxy)piperidine-2,6-dione